N1-((S)-1-(((S)-4-hydroxy-3-oxo-1-((S)-2-oxopiperidin-3-yl)butan-2-yl)amino)-4,4-dimethyl-1-oxopentan-2-yl)-N2-(3-(trifluoromethoxy)phenyl)oxalamide OCC([C@H](C[C@H]1C(NCCC1)=O)NC([C@H](CC(C)(C)C)NC(C(=O)NC1=CC(=CC=C1)OC(F)(F)F)=O)=O)=O